CC1CC(C1)NCC(=O)O N-(3-methylcyclobutyl)glycine